(5-methyl-1,2,4-oxadiazol-3-yl)benzamide CC1=NC(=NO1)C1=C(C(=O)N)C=CC=C1